C(C(C)C)C1=CC=C(OC2=CC=C3C4=C(C=CC=C24)C2=NC(C(=C23)C#N)=O)C=C1 3-(4-isobutylphenoxy)-8-oxo-8H-acenaphtho[1,2-b]pyrrole-9-carbonitrile